N,N-di-iso-butylacrylamide C(C(C)C)N(C(C=C)=O)CC(C)C